4-bromo-benzenepropanamine BrC1=CC=C(C=C1)CCCN